Methyl 2-((4-((2-((4-cyano-2-fluorophenoxy)methyl)pyrimidin-4-yl)oxy)piperidin-1-yl)methyl)-1-((1-ethyl-1H-imidazol-5-yl)methyl)-1H-benzo[d]imidazole-6-carboxylate C(#N)C1=CC(=C(OCC2=NC=CC(=N2)OC2CCN(CC2)CC2=NC3=C(N2CC2=CN=CN2CC)C=C(C=C3)C(=O)OC)C=C1)F